N1=CC=CC=2BC3=C(C21)C=CC=C3 aza-dibenzoborole